5-chloro-N-(2,4-difluoro-3-(1-(1-((2-(trimethylsilyl)ethoxy)methyl)-4,5,6,7-tetrahydro-1H-benzo[d]imidazol-2-yl)imidazo[1,5-a]pyridin-6-yl)phenyl)-2-methylpyridine-3-sulfonamide ClC=1C=C(C(=NC1)C)S(=O)(=O)NC1=C(C(=C(C=C1)F)C=1C=CC=2N(C1)C=NC2C2=NC1=C(N2COCC[Si](C)(C)C)CCCC1)F